(E)-N-hydroxy-3-(2-(2-(2-phenylacetyl)-2,5-diazaspiro[3.4]octan-5-yl)phenyl)acrylamide ONC(\C=C\C1=C(C=CC=C1)N1C2(CN(C2)C(CC2=CC=CC=C2)=O)CCC1)=O